copper azapyrrole N1N=CC=C1.[Cu]